CN(C)CC1=C(C=C(C=C1)NC(C1=CC(=C(C=C1)C)C#C)=O)F N-(4-((dimethylamino)methyl)-3-fluorophenyl)-3-ethynyl-4-methylbenzamide